2-(3-{5-Chloro-2-[(oxan-4-yl)amino]pyrimidin-4-yl}-5-oxo-5H,6H,7H-pyrrolo[3,4-b]pyridin-6-yl)-N-(2-phenylpropan-2-yl)acetamid ClC=1C(=NC(=NC1)NC1CCOCC1)C=1C=C2C(=NC1)CN(C2=O)CC(=O)NC(C)(C)C2=CC=CC=C2